2-(chloromethyl)pyrazolo[1,5-a]pyrido[3,2-e]pyrimidin-5(4H)-one ClCC1=NN2C(NC(C3=C2N=CC=C3)=O)=C1